tert-butyl N-[(2,4,6-trimethylphenyl)sulfonylmethoxy]carbamate CC1=C(C(=CC(=C1)C)C)S(=O)(=O)CONC(OC(C)(C)C)=O